C(C)(C)(C)OC(CC(CN)(C)C)=O tert-butyl-4-amino-3,3-dimethylbutanoate